(S)-1-(3-(3-chloro-4-(2-chloro-3-(6-methoxy-5-((methylamino)methyl)pyridin-2-yl)phenyl)pyridin-2-yl)-5-methoxybenzyl)pyrrolidine-3-carboxylic acid ClC=1C(=NC=CC1C1=C(C(=CC=C1)C1=NC(=C(C=C1)CNC)OC)Cl)C=1C=C(CN2C[C@H](CC2)C(=O)O)C=C(C1)OC